6-(bis(4H-benzo[d][1,3]dioxin-6-yl)methyl)-2,6-diazaspiro[3.4]octane O1COCC2=C1C=CC(=C2)C(N2CC1(CNC1)CC2)C2=CC1=C(OCOC1)C=C2